C(C)(C)(C)OC(=O)N1[C@@H](C[C@@H](C1)C1=C(C(=CC=C1OC)Cl)Cl)C(=O)O (2S,4R)-1-(tert-butoxycarbonyl)-4-(2,3-dichloro-6-methoxyphenyl)pyrrolidine-2-carboxylic acid